propanyl-silane C(CC)[SiH3]